cis-2-(3-(1-hydroxy-1-(5-mercapto-4-methyl-4H-1,2,4-triazol-3-yl)propan-2-yl)phenyl)-4-(trifluoro-methyl)isoindolin-1-one OC(C(C)C=1C=C(C=CC1)N1C(C2=CC=CC(=C2C1)C(F)(F)F)=O)C1=NN=C(N1C)S